2-[4-[3-[4-(trifluoromethyl)anilino]pyrazin-2-yl]phenyl]sulfanyl-ethanol FC(C1=CC=C(NC=2C(=NC=CN2)C2=CC=C(C=C2)SCCO)C=C1)(F)F